7-[4-(benzyloxy)phenyl]-N2-tert-butyl-6-cyclopropyl-3,4-dihydropyrrolo[1,2-a]pyrazine-2,8(1H)-dicarboxamide C(C1=CC=CC=C1)OC1=CC=C(C=C1)C=1C(=C2N(CCN(C2)C(=O)NC(C)(C)C)C1C1CC1)C(=O)N